5-amino-2-methylbenzonitrile NC=1C=CC(=C(C#N)C1)C